BrC1=C(C=C(C=2OC(COC21)C=2C=NC(=CC2)OC)F)C#N 5-bromo-8-fluoro-2-(6-methoxypyridin-3-yl)-2,3-dihydrobenzo[b][1,4]dioxin-6-carbonitrile